2,5-Dichloro-N4-(3-methoxyphenyl)pyrimidine-4-amine ClC1=NC=C(C(=N1)NC1=CC(=CC=C1)OC)Cl